FC=1C(=CC(=C2C=C(NC12)C(=O)N(C)C)C1=C(C=C(C=C1)C1CCNCC1)C)C1=CCCN(C1)C(CCN1N=CC=C1)=O 7-Fluoro-N,N-dimethyl-4-[2-methyl-4-(4-piperidyl)phenyl]-6-[1-(3-pyrazol-1-ylpropanoyl)-3,6-dihydro-2H-pyridin-5-yl]-1H-indole-2-carboxamide